(2-(2H-1,2,3-triazol-2-yl)phenyl)((4R)-4-((4-bromopyridin-2-yl)amino)-2-azabicyclo[3.1.0]hexan-2-yl)methanone N=1N(N=CC1)C1=C(C=CC=C1)C(=O)N1C2CC2[C@H](C1)NC1=NC=CC(=C1)Br